methyl (S)-2-(5,5-difluoro-1-(6-(4-(hydroxymethyl)-3-methylisoxazol-5-yl)-2-methylpyridin-3-yl)piperidin-3-yl)acetate FC1(C[C@@H](CN(C1)C=1C(=NC(=CC1)C1=C(C(=NO1)C)CO)C)CC(=O)OC)F